methacrylic acid 3-(trimethoxysilyl)propyl-methacrylate CO[Si](CCCOC(C(=C)C)=O)(OC)OC.C(C(=C)C)(=O)O